ClC1=C2CC[C@@]3(CCC=4C(=NC(=NC4C3)OC[C@H]3N(CCC3)C)N3C[C@@H](N(CC3)C(C(=C)F)=O)CC#N)C2=CC=C1 2-((S)-4-((R)-4-chloro-2'-(((S)-1-methylpyrrolidin-2-yl)methoxy)-2,3,5',8'-tetrahydro-6'H-spiro[indene-1,7'-quinazolin]-4'-yl)-1-(2-fluoroacryloyl)piperazin-2-yl)acetonitrile